ClC=1C(=C(C=CC1)C(C)=O)C 1-(3-chloro-2-methylphenyl)ethanone